[B].[Si].[Zn] zinc-silicon-boron